N-(2-cyanovinyl)-formamide C(#N)C=CNC=O